2,2-diethyl-5,5-dimethoxy-2,5-dihydro-1,3,4-oxadiazole C(C)C1(OC(N=N1)(OC)OC)CC